3-(4-Cyclobutylphenyl)azetidine-1-carboxylic acid tert-butyl ester C(C)(C)(C)OC(=O)N1CC(C1)C1=CC=C(C=C1)C1CCC1